(R)-2-((S)-1-(6-(5-(((4-cyclobutylpyrimidin-2-yl)oxy)methyl)-1-methyl-1H-1,2,3-triazol-4-yl)-2-ethylpyridin-3-yl)pyrrolidin-3-yl)propionic acid C1(CCC1)C1=NC(=NC=C1)OCC1=C(N=NN1C)C1=CC=C(C(=N1)CC)N1C[C@@H](CC1)[C@H](C(=O)O)C